tert-butyl 2-(((6-(2-azaspiro[5.5]undecan-2-yl)-2-(trifluoromethyl)pyrimidin-4-yl)(methyl)amino)methyl)thiomorpholine-4-carboxylate 1,1-dioxide C1N(CCCC12CCCCC2)C2=CC(=NC(=N2)C(F)(F)F)N(C)CC2CN(CCS2(=O)=O)C(=O)OC(C)(C)C